BrC=1C=NC(=NC1)N1C[C@@H](N(CC1)C1=NC=CC=N1)COCCOCCOC1OCCCC1 5-bromo-2-((3R)-4-(pyrimidin-2-yl)-3-((2-(2-((tetrahydro-2H-pyran-2-yl)oxy)ethoxy)ethoxy)methyl)piperazin-1-yl)pyrimidine